O=C(C(=O)O)C1=CC=C(C=C1)C 2-oxo-2-(p-tolyl)acetic acid